P(=O)(O)(O)O[C@@H]1[C@H](O)[C@@H](O)[C@H](O)[C@H](O1)CO alpha-D-Glucose 1-phosphate